ClCCCOC1=CC=C(C=C1)C=1NC2=CC(=CC=C2C(C1O)=O)OC 2-(4-(3-chloropropoxy)phenyl)-3-hydroxy-7-methoxyquinolin-4(1H)-one